NC1=C(C=C(C=N1)C=1C=C2N(N1)CC[C@]21CN(CC1)C(=O)NC(C)(C)C1=C(C=NC=C1)Cl)OC(F)(F)F |r| (rac)-2'-[6-amino-5-(trifluoromethoxy)pyridin-3-yl]-N-[2-(3-chloropyridin-4-yl)propan-2-yl]-5',6'-dihydrospiro[pyrrolidine-3,4'-pyrrolo[1,2-b]pyrazole]-1-carboxamide